N-(3,5-difluoro-4-((1R,3R)-6-fluoro-3-methyl-2-(methylsulfonyl)-2,3,4,9-tetrahydro-1H-pyrido[3,4-b]indol-1-yl)phenyl)-1-(3-fluoropropyl)azetidin-3-amine FC=1C=C(C=C(C1[C@H]1N([C@@H](CC2=C1NC1=CC=C(C=C21)F)C)S(=O)(=O)C)F)NC2CN(C2)CCCF